1-isoquinolylmethanol C1(=NC=CC2=CC=CC=C12)CO